N-cyclopropyl-1-(6-((1-(4-(difluoromethyl)phenyl)-4-methyl-1H-1,2,3-triazol-5-yl)methoxy)pyridazin-3-yl)azetidine-3-carboxamide C1(CC1)NC(=O)C1CN(C1)C=1N=NC(=CC1)OCC1=C(N=NN1C1=CC=C(C=C1)C(F)F)C